ethyl (2r,4r)-6,8-dioxo-5,7-diazaspiro[3.4]octane-2-carboxylate O=C1NC2(CC(C2)C(=O)OCC)C(N1)=O